6-[4-(3-cyanophenoxy)piperidin-1-yl]-N-methoxy-5-methylpyridazine-3-carboxamide C(#N)C=1C=C(OC2CCN(CC2)C2=C(C=C(N=N2)C(=O)NOC)C)C=CC1